(3R)-3-amino-5-[(4-chlorophenyl)methyl]-8-fluoro-7-[5-(5-methyl-2-pyridyl)-1,3,4-oxa-diazol-2-yl]-1,1-dioxo-2,3-dihydro-1λ6,5-benzothiazepin-4-one N[C@H]1CS(C2=C(N(C1=O)CC1=CC=C(C=C1)Cl)C=C(C(=C2)F)C=2OC(=NN2)C2=NC=C(C=C2)C)(=O)=O